(9H-fluoren-9-yl)methyl 2-(2-formylpyridin-3-yl)-4-(trifluoromethyl)piperidine-1-carboxylate C(=O)C1=NC=CC=C1C1N(CCC(C1)C(F)(F)F)C(=O)OCC1C2=CC=CC=C2C=2C=CC=CC12